NC=1C2=C(N=CN1)N(C(=C2C2=CC[C@@H](CC2)C(=O)N2CCCC2)C2=C(C=C(C=C2)NC(C(=C)C)=O)OC)C (R)-N-(4-(4-amino-7-methyl-5-(4-(pyrrolidine-1-carbonyl)cyclohex-1-en-1-yl)-7H-pyrrolo[2,3-d]pyrimidin-6-yl)-3-methoxyphenyl)methacrylamide